2,6-bisMethyl-4-aminopyridine CC1=NC(=CC(=C1)N)C